(2-(methoxy-d3)pyridin-3-yl)boronic acid C(OC1=NC=CC=C1B(O)O)([2H])([2H])[2H]